1,4,6,7-tetrahydro-5H-pyrazolo[4,3-c]pyridine-5-carboxylate N1N=CC=2CN(CCC21)C(=O)[O-]